4-((1R,5S)-3,8-diazabicyclo[3.2.1]octan-3-yl)-7-(4-chloro-1H-indol-3-yl)-6,8-difluoro-2-(((S)-1-methylpyrrolidin-2-yl)methoxy)quinazoline [C@H]12CN(C[C@H](CC1)N2)C2=NC(=NC1=C(C(=C(C=C21)F)C2=CNC1=CC=CC(=C21)Cl)F)OC[C@H]2N(CCC2)C